tert-butyl 6-((2-((1-(2-methoxy-2-oxoethyl)-1H-pyrazol-3-yl) methyl)-1-oxo-1,2-dihydro-phthalazin-6-yl) sulfonyl)-2,3-dihydro-4H-benzo[b][1,4]oxazine-4-carboxylate COC(CN1N=C(C=C1)CN1C(C2=CC=C(C=C2C=N1)S(=O)(=O)C1=CC2=C(OCCN2C(=O)OC(C)(C)C)C=C1)=O)=O